2-[methoxy(4-phenoxyphenyl)methylene]malononitrile COC(=C(C#N)C#N)C1=CC=C(C=C1)OC1=CC=CC=C1